tert-butyl (2-(3-(aminomethyl)-4-methylphenoxy)ethyl)(methyl)carbamate NCC=1C=C(OCCN(C(OC(C)(C)C)=O)C)C=CC1C